(cyclopropanecarbonyl)-3-(5-cyclopropylthiazol-2-yl)-3,6-diazabicyclo[3.2.1]octan C1(CC1)C(=O)C12CN(CC(NC1)C2)C=2SC(=CN2)C2CC2